C(C)(C)(C)NC1CN(CC1)C=1N=NC(=CN1)C1=CC=C(C=2N=CSC21)C=2C=NNC2 N-tert-butyl-1-[6-[4-(1H-pyrazol-4-yl)-1,3-benzothiazol-7-yl]-1,2,4-triazin-3-yl]pyrrolidin-3-amine